ClC1=C(C(=O)NC2CCC(CC2)NC2=CC=CC=3N2C=C(N3)C(F)(F)F)C=CC(=C1)N(CC(F)(F)F)C 2-chloro-4-[methyl(2,2,2-trifluoroethyl)amino]-N-[(1s,4s)-4-{[2-(trifluoromethyl)imidazo[1,2-a]pyridin-5-yl]amino}cyclohexyl]benzamide